OCC1=C2CCN(C2=CC=C1)C(=O)OC(C)(C)C tert-butyl 4-(hydroxymethyl)indoline-1-carboxylate